azo-amide N(=N[NH-])[NH-]